4-methoxy-N-[[2-(1-piperidyl)-4-pyridyl]methyl]benzamid COC1=CC=C(C(=O)NCC2=CC(=NC=C2)N2CCCCC2)C=C1